4-Chloro-6-(ethyl-(isopropyl)amino)-N-(4-(hydroxycarbamoyl)phenyl)pyridine ClC1=CCN(C(=C1)N(C(C)C)CC)C1=CC=C(C=C1)C(NO)=O